COC(C1=C(C(=C(C(=C1F)I)C1=NC(=CC(=C1C(F)(F)F)C)N(CC1=CC=C(C=C1)OC)CC1=CC=C(C=C1)OC)F)N)=O 2-Amino-4-(6-(bis(4-methoxybenzyl)amino)-4-methyl-3-(trifluoromethyl)pyridin-2-yl)-3,6-difluoro-5-iodobenzoic acid methyl ester